[N+](=O)([O-])C=1C=C(C=C2C=C(NC12)C1=CC=CC=C1)COCCOC1CCC(CC1)O 4-(2-((7-nitro-2-phenyl-1H-indol-5-yl)methoxy)ethoxy)cyclohexan-1-ol